4-(4-methylpiperazin-1-yl)benzamide methyl-6-((4-bromo-1H-indol-3-yl)methyl)nicotinate COC(C1=CN=C(C=C1)CC1=CNC2=CC=CC(=C12)Br)=O.CN1CCN(CC1)C1=CC=C(C(=O)N)C=C1